4-(8-AMINO-3-((2S,3AR,6AS)-1-(N,N-DIMETHYLSULFAMOYL)HEXAHYDRO-1H-FURO[3,4-B]PYRROL-2-YL)IMIDAZO[1,5-A]PYRAZIN-1-YL)-3-FLUORO-N-(4-(TRIFLUOROMETHYL)PYRIDIN-2-YL)BENZAMIDE NC=1C=2N(C=CN1)C(=NC2C2=C(C=C(C(=O)NC1=NC=CC(=C1)C(F)(F)F)C=C2)F)[C@@H]2C[C@@H]1[C@H](N2S(N(C)C)(=O)=O)COC1